CC1=CC=C(C=C1)S(=O)(=O)NC=1SC2=C(N1)C=C(C=C2)NC(=O)NCC(=O)OCC ethyl ((2-((4-methylphenyl)sulfonamido)benzo[d]thiazol-5-yl)carbamoyl)glycinate